D-N-Boc-proline C(=O)(OC(C)(C)C)N1[C@H](CCC1)C(=O)O